N-(3-(5-carbamimidoylthiophen-3-yl)phenyl)-2-(3,4-dichlorophenoxy)-2-methylpropanamide C(N)(=N)C1=CC(=CS1)C=1C=C(C=CC1)NC(C(C)(C)OC1=CC(=C(C=C1)Cl)Cl)=O